N-(2-fluoro-5-(2-(2-hydroxyethoxy)-6-morpholinopyridin-4-yl)-4-methylphenyl)-2-azaspiro[4.4]nonane-2-carboxamide FC1=C(C=C(C(=C1)C)C1=CC(=NC(=C1)N1CCOCC1)OCCO)NC(=O)N1CC2(CC1)CCCC2